FC1=C(C=C(C=C1)F)C1=NOC(=C1)CN1C=C2C(C=C1)=NC(=N2)C=2C(=NC=CC2)OC 3-(2,5-difluorophenyl)-5-((2-(2-methoxypyridin-3-yl)-5H-imidazo[4,5-c]pyridin-5-yl)methyl)isoxazole